2,6-dimethylpiperidinosilane CC1N(C(CCC1)C)[SiH3]